acryloylamino-2-methylpropylsulfonate C(C=C)(=O)NC(C(C)C)S(=O)(=O)[O-]